C(CCC)[Sn](C(=C)OCC)(CCCC)CCCC tri-butyl(1-ethoxyvinyl)tin